(-)-alpha-Terpineol CC1=CC[C@H](CC1)C(C)(C)O